7-(1-(2-fluoro-6-methylphenyl)piperidin-4-yl)-5-(1,2,3,4-tetrahydronaphthalen-1-yl)pyrido[2,3-b]pyrazin-6(5H)-one FC1=C(C(=CC=C1)C)N1CCC(CC1)C1=CC=2C(=NC=CN2)N(C1=O)C1CCCC2=CC=CC=C12